ClC=1C=C(C=CC1C)C1=CC(=CC=C1)[C@H](C(=O)N1CC2=C(CCC1)N=C(NC2=O)C2(CC2)C2=CC=CC=C2)O (R)-6-(2-(3'-chloro-4'-methyl-[1,1'-biphenyl]-3-yl)-2-hydroxyacetyl)-2-(1-phenylcyclopropyl)-3,5,6,7,8,9-hexahydro-4H-pyrimido[5,4-c]azepin-4-one